C1(=CC=CC=C1)\C=C/C(=O)NCCC (Z)-3-phenyl-N-propyl-acrylamide